(E)-N-(3-(2-Cyclohexylvinyl)-4-methoxyphenyl)methanesulfonamide C1(CCCCC1)/C=C/C=1C=C(C=CC1OC)NS(=O)(=O)C